3-methylbenzene-1,2-dicarboxylic acid CC1=C(C(=CC=C1)C(=O)O)C(=O)O